CC1=C2C=CNC(C2=CC=C1)=O 5-methyl-isoquinolone